Rac-tert-butyl-(((7S,8R)-7-methyl-7-(nitromethyl)-1,4-dioxaspiro[4.5]decan-8-yl)oxy)diphenylsilane C(C)(C)(C)[Si](C1=CC=CC=C1)(C1=CC=CC=C1)O[C@H]1[C@@](CC2(OCCO2)CC1)(C[N+](=O)[O-])C |r|